ClC1=CC=C(C=C1)N1C2=NC(=NC(=C2N=C1C=1C=NC(=CC1)C#N)N1CCC(CC1)(C(=O)N)OC(C)C)OCC(C)(C)O 1-[9-(4-chlorophenyl)-8-(6-cyano-3-pyridinyl)-2-(2-hydroxy-2-methyl-propoxy)purin-6-yl]-4-isopropoxy-piperidine-4-carboxamide